3-hydroxy-N-(2,4-dichlorophenyl)pyrazole methyl-2'-(2-((tert-butyldimethylsilyl)oxy)ethyl)-4-chloro-6-hydroxy-[1,1'-biphenyl]-3-carboxylate COC(=O)C=1C=C(C(=CC1Cl)O)C1=C(C=CC=C1)CCO[Si](C)(C)C(C)(C)C.OC1=NN(C=C1)C1=C(C=C(C=C1)Cl)Cl